4-(4-methoxybenzyl)-6-(methylsulfonyl)-4H-isothiazolo[5',4':4,5]pyrrolo[2,3-d]pyrimidine COC1=CC=C(CN2C3=C(C4=C2N=C(N=C4)S(=O)(=O)C)SN=C3)C=C1